2-Methyl-7-(1-(pyridin-2-ylmethyl)piperidin-3-yl)pyrazolo[1,5-a]pyrimidine CC1=NN2C(N=CC=C2C2CN(CCC2)CC2=NC=CC=C2)=C1